2-(1-((2r,3r)-3-(2,4-difluorophenyl)-3-hydroxy-4-(1H-1,2,4-triazol-1-yl)-2-butyl)piperidin-4-ylidene)-N-phenylacetamide FC1=C(C=CC(=C1)F)[C@]([C@@H](C)N1CCC(CC1)=CC(=O)NC1=CC=CC=C1)(CN1N=CN=C1)O